5-(8-fluoro-3-methylimidazo[1,2-a]pyridin-6-yl)-N-(3-(4-methylpiperazin-1-yl)phenyl)-7H-pyrrolo[2,3-d]pyrimidin-2-amine FC=1C=2N(C=C(C1)C1=CNC=3N=C(N=CC31)NC3=CC(=CC=C3)N3CCN(CC3)C)C(=CN2)C